CCCCCCCC\C=C\CCCCCCCCCC (E)-9-eicosene